CC1=CC=CC2=C1N=CS2 4-methyl(benzothiazole)